ClC1=C(C=CC=C1C1=C(C(=CC=C1)NC1=NC=CC=2C1=NC=CN2)Cl)NC(=O)C2=NN1C([C@@H](CCC1)NC(C(=O)OC)(C)C)=C2 methyl 2-[[(4R)-2-[[2-chloro-3-[2-chloro-3-(pyrido[3,4-b]pyrazin-5-ylamino)phenyl]phenyl]carbamoyl]-4,5,6,7-tetrahydropyrazolo[1,5-a]pyridin-4-yl]amino]-2-methyl-propanoate